lithium (5-isopropyl-3,8-dimethyl-2,4-dihydroazulenidyl)-dimethyl(2,3,4,5-tetramethylcyclopentadienyl)silane C(C)(C)C=1CC2=C(C([C-]=C2C(=CC1)C)[Si](C1C(=C(C(=C1C)C)C)C)(C)C)C.[Li+]